FC1=C2CCCC2=CC(=C1)OCCN1N=NN=C1 4-fluoro-6-[2-(tetrazol-1-yl)ethoxy]-2,3-dihydro-1H-inden